C(CC)C=1NC(=C(N1)C(=O)O)C(=O)O 2-propyl-imidazole-4,5-dicarboxylic acid